benzoxocin-5-methanol O1CC=CC(=CC2=C1C=CC=C2)CO